C1=C(C=CC2=CC=CC=C12)NC(C(C)(C)C)=O N-(naphthalen-2-yl)pivalamide